iodopropyl-dipropyl-methoxysilane ICCC[Si](OC)(CCC)CCC